N1=CC(=CC=C1)[C@H]1[C@@H](C1)C1(CCC(CC1)N)N 1-((trans)-2-(pyridin-3-yl)cyclopropyl)cyclohexane-1,4-diamine